C(C)(C)(C)OC(=O)N1C(CCC2=CC(=CC=C12)OC1=CC=C2C=NN(C2=C1)C)=O 6-((1-methyl-1H-indazol-6-yl)oxy)-2-oxo-3,4-dihydroquinoline-1(2H)-carboxylic acid tert-butyl ester